6-bromo-2,4,7-trichloropyrrolo[1,2-b]pyridazine BrC=1C=C2N(N=C(C=C2Cl)Cl)C1Cl